N1=CNC2=C1C=C(C=C2)C(=O)N benzimidazole-6-carboxamide